6-chloro-7-(8-fluoronaphthyl)-8-fluoro-4-(3,8-diazabicyclo[3.2.1]octan-3-yl)-2-(((S)-1-methylpyrrolidin-2-yl)methoxy)quinazoline ClC=1C=C2C(=NC(=NC2=C(C1C1=CC=CC2=CC=CC(=C12)F)F)OC[C@H]1N(CCC1)C)N1CC2CCC(C1)N2